(2R)-1-[2-[1-[(4-Methylphenyl)methyl]-5-oxopyrrolidin-2-yl]acetyl]pyrrolidin CC1=CC=C(C=C1)CN1[C@H](CCC1=O)CC(=O)N1CCCC1